(2S)-N-[(2,5-difluoro-4-phenoxyphenyl)methyl]pyrrolidine-2-carboxamide FC1=C(C=C(C(=C1)OC1=CC=CC=C1)F)CNC(=O)[C@H]1NCCC1